ClC1=C(C[C@@H]2N(OCC2)C2=CC(=NC=N2)NC=2C(=CC(=C(C2)NC(C=C)=O)N2CCC(CC2)N2C[C@@H](N(CC2)C2CC2)C)OC)C=CC=C1F N-(5-((6-((S)-3-(2-chloro-3-fluorobenzyl)isoxazolidine-2-yl)pyrimidine-4-yl)amino)-2-(4-((S)-4-cyclopropyl-3-methylpiperazine-1-yl)piperidine-1-yl)-4-methoxyphenyl)acrylamide